BrC1=CC=C(C=C1)COCC#C 1-bromo-4-((prop-2-yn-1-yloxy)methyl)benzene